CC(C)NC1CCNCC1 4-(propan-2-ylamino)piperidin